C12(C(CCCC1)O2)CC[Si](OC)(OC)OC β-(epoxycyclohexyl)ethyltrimethoxysilane